N1=NC=C(C2=CC=CC=C12)C(NC(=O)[C@@H]1[C@H]2C([C@H]2CN1C([C@H](C(C)(C)C)NC(C(F)(F)F)=O)=O)(C)C)C#N (1R,2S,5S)-N-[cinnolin-4-yl(cyano)methyl]-3-[(2S)-3,3-dimethyl-2-[(2,2,2-trifluoroacetyl)amino]butanoyl]-6,6-dimethyl-3-azabicyclo[3.1.0]hexane-2-carboxamide